(±)-4-[3-(2,5-Difluorophenyl)-1,4-oxazepan-4-yl]-6-methyl-pyrimidin-2-amine FC1=C(C=C(C=C1)F)[C@@H]1COCCCN1C1=NC(=NC(=C1)C)N |r|